CN(CCC(CCCCCCCCC(=O)OCC(CCC(C)C)C(C)C)CCCCCCCCC\C=C/C\C=C/CCCCC)C 2-Isopropyl-5-methylhexyl (20Z,23Z)-10-(2-(dimethylamino)ethyl)nonacosa-20,23-dienoate